FC1=C2CN(C(C2=CC=C1CO)=O)C1C(NC(CC1)=O)=O 3-(4-fluoro-5-(Hydroxymethyl)-1-oxoisoindolin-2-yl)piperidine-2,6-dione